azetidinylazetidine N1(CCC1)N1CCC1